CC=1C(=NC=CC1C=O)C Dimethyl-4-formylpyridine